CN1C(C2=CC(=C(C=C2CC1)F)[N+](=O)[O-])=O 2-methyl-6-fluoro-7-nitro-3,4-dihydro-2H-isoquinolin-1-one